5-fluoro-4-[3-(2-hydroxypropan-2-yl)-4-methyl-5-oxo-4,5-dihydro-1H-1,2,4-triazol-1-yl]-N-(2-methoxy-4-methylpyridin-3-yl)-2-{[(2S)-1,1,1-trifluoropropan-2-yl]oxy}benzamide FC=1C(=CC(=C(C(=O)NC=2C(=NC=CC2C)OC)C1)O[C@H](C(F)(F)F)C)N1N=C(N(C1=O)C)C(C)(C)O